CC(CC(=O)OC)(C)C methyl 3,3-dimethylbutanoate